methyl 1-((5-bromo-3-fluoropyridin-2-yl)methyl)-1H-pyrrolo[2,3-b]pyridine-5-carboxylate BrC=1C=C(C(=NC1)CN1C=CC=2C1=NC=C(C2)C(=O)OC)F